8-((2S,5R)-4-(tert-butoxycarbonyl)-2,5-diethylpiperazin-1-yl)-5-(methyl-d3)-6-oxo-5,6-dihydroimidazo[1,2-b]pyridazine-2-carboxylate C(C)(C)(C)OC(=O)N1C[C@@H](N(C[C@H]1CC)C=1C=2N(N(C(C1)=O)C([2H])([2H])[2H])C=C(N2)C(=O)[O-])CC